ClC1=CC(=C(C=C1)C1=NC(=CC=2N=C(N(C(C21)=O)C)C)[C@@H]2C[C@H](OCC2)C=2C=NC=CC2)F 5-(4-chloro-2-fluorophenyl)-2,3-dimethyl-7-((2S,4S)-2-(3-pyridinyl)tetrahydro-2H-pyran-4-yl)pyrido[4,3-d]pyrimidin-4(3H)-one